OC1CC2(CC(N(C2)C2=CC=CC=C2)=O)CCC1 7-hydroxy-2-phenyl-2-azaspiro[4.5]decan-3-one